2,5-bis(1,1-dimethylheptyldithio)-1,3,4-thiadiazole CC(CCCCCC)(SSC=1SC(=NN1)SSC(CCCCCC)(C)C)C